[Na].FC1=CC(=C(C(=C1)C(C)C)NC(=O)NS(=O)(=O)C1=NN(C(=C1)C(=O)N(C)C)C)C1=CC(=NC=C1)OC(C)C 3-(N-((4-fluoro-2-(2-isopropoxypyridin-4-yl)-6-isopropylphenyl)carbamoyl)sulfamoyl)-N,N,1-trimethyl-1H-pyrazole-5-carboxamide sodium salt